4-bromo-4-pentenal BrC(CCC=O)=C